4-Bromo-6-chloropyridazine BrC1=CN=NC(=C1)Cl